tert-Butyl [(1-{[2-(chloromethyl)-4-fluorophenoxy]methyl}cyclopropyl) methyl]carbamate ClCC1=C(OCC2(CC2)CNC(OC(C)(C)C)=O)C=CC(=C1)F